N-(1,1-dioxidobenzo[b]thiophen-6-yl)-2-(4-methoxyphenyl)acrylamide O=S1(C2=C(C=C1)C=CC(=C2)NC(C(=C)C2=CC=C(C=C2)OC)=O)=O